1-phenyl-2-(4-(trifluoromethyl)phenyl)hydrazine C1(=CC=CC=C1)NNC1=CC=C(C=C1)C(F)(F)F